NC1=C(C(=O)C2=CC=C(C=C2)F)C=CC=C1 2-amino-4'-fluorobenzophenone